(R)-N-((R)-4,4-dimethylpentan-2-yl)-2-methylpropane-2-sulfinamide CC(C[C@@H](C)N[S@](=O)C(C)(C)C)(C)C